FC1=C(C(=C(C(=C1F)O)F)F)C1=C(C=C(C(=C1)[N+](=O)[O-])O)F 2,2',3,5,6-pentafluoro-5'-nitro-[1,1'-biphenyl]-4,4'-diol